ON=C(CCC1=CC=NC=C1)N N'-hydroxy-3-pyrid-4-yl-Propaneimidamide